Pentamethylcyclopentadienyl-dimethyl-(1-pentyl-5,6-dimethylindenyl)hafnium CC1=C(C(=C(C1([Hf](C=1C(C2=CC(=C(C=C2C1)C)C)CCCCC)(C)C)C)C)C)C